C(C1=CC=CC=C1)N([C@@H](CO)C)[C@@H](CO)C (2r,2'r)-2,2'-(benzylazanediyl)bis(propan-1-ol)